C1(=CC=CC=C1)CC(=O)N/C=C/C(=O)OCC ethyl (E)-3-(2-phenylacetamido)acrylate